BrC1=C(C=CC=C1OCC1=CC=C(C=C1)OC)CC(F)F 2-Bromo-1-(2,2-difluoroethyl)-3-[(4-methoxyphenyl)methoxy]benzene